5-[5-(2-ethylhexoxy)-2-[4-[4-(2-ethylhexoxy)-2-hydroxy-phenyl]-6-(4-methoxyphenyl)-1,3,5-triazin-2-yl]phenoxy]pentyl 2-cyano-3,3-diphenyl-prop-2-enoate C(#N)C(C(=O)OCCCCCOC1=C(C=CC(=C1)OCC(CCCC)CC)C1=NC(=NC(=N1)C1=C(C=C(C=C1)OCC(CCCC)CC)O)C1=CC=C(C=C1)OC)=C(C1=CC=CC=C1)C1=CC=CC=C1